(4-(((tert-Butyldimethylsilyl)oxy)methyl)-5-methylpyridin-2-yl)(3-(difluoromethyl)-8-methyl-[1,2,4]triazolo[4,3-a]pyridin-7-yl)methanol [Si](C)(C)(C(C)(C)C)OCC1=CC(=NC=C1C)C(O)C1=C(C=2N(C=C1)C(=NN2)C(F)F)C